2-(3-(3,3-difluoro-1-((4-methyl-4H-1,2,4-triazol-3-yl)methyl)cyclobutyl)-phenyl)-6-(((1-methylcyclobutyl)amino)methyl)-4-(trifluoromethyl)isoindolin-1-one FC1(CC(C1)(CC1=NN=CN1C)C=1C=C(C=CC1)N1C(C2=CC(=CC(=C2C1)C(F)(F)F)CNC1(CCC1)C)=O)F